C(C=C)(=O)OCCCCO 4-hydroxybutyl (-)-acrylate